[C@H]12CC(C[C@H](CC1)N2)NC(OCC2=CC=CC=C2)=O Benzyl ((1R,3r,5S)-8-azabicyclo[3.2.1]octan-3-yl)carbamate